OC(CN1C(NC2=C1C=C(C=C2)C=O)=N)(C)C 3-(2-hydroxy-2-methylpropyl)-2-imino-1H-1,3-benzodiazole-5-carbaldehyde